5-(2-fluoropropan-2-yl)-N-(6-methyl-5-(7-(methylamino)-1,6-naphthyridin-3-yl)pyridin-3-yl)nicotinamide FC(C)(C)C=1C=NC=C(C(=O)NC=2C=NC(=C(C2)C=2C=NC3=CC(=NC=C3C2)NC)C)C1